Methyl Benzoyl-D-Prolinate C(C1=CC=CC=C1)(=O)N1[C@H](CCC1)C(=O)OC